3-(1-((4-methyl-7-morpholinophthalazin-1-yl)amino)ethyl)-5-(trifluoromethyl)phenol CC1=NN=C(C2=CC(=CC=C12)N1CCOCC1)NC(C)C=1C=C(C=C(C1)C(F)(F)F)O